3,6-Bis(4-(bis(2-hydroxydodecyl)amino)butyl)piperazin-2,5-dion OC(CN(CCCCC1C(NC(C(N1)=O)CCCCN(CC(CCCCCCCCCC)O)CC(CCCCCCCCCC)O)=O)CC(CCCCCCCCCC)O)CCCCCCCCCC